2,6-difluoro-4-(2-methoxyethoxy)benzonitrile FC1=C(C#N)C(=CC(=C1)OCCOC)F